OC(CCN1N=C2C=C(C(=CC2=C1)NC(=O)C=1N=C(SC1)C=1C=NC=CC1)C=1C=NC=C(C1)C(NC)=O)(C)C N-(2-(3-hydroxy-3-methylbutyl)-6-(5-(methylcarbamoyl)pyridin-3-yl)-2H-indazol-5-yl)-2-(pyridin-3-yl)thiazole-4-carboxamide